N-(3-carbamoylbenzyl)-2-(isoquinolin-6-yl)-1-((1S,3R)-3-(methylcarbamoyl)cyclopentyl)-1H-benzo[d]imidazole-6-carboxamide C(N)(=O)C=1C=C(CNC(=O)C=2C=CC3=C(N(C(=N3)C=3C=C4C=CN=CC4=CC3)[C@@H]3C[C@@H](CC3)C(NC)=O)C2)C=CC1